5-[4-(azetidin-3-ylmethyl)piperazin-1-yl]-2-(2,6-dioxopiperidin-3-yl)isoindole-1,3-dione formate C(=O)O.N1CC(C1)CN1CCN(CC1)C=1C=C2C(N(C(C2=CC1)=O)C1C(NC(CC1)=O)=O)=O